CC1=C(C(=O)C2=CC=CC=C2)C=C(C=C1)C 2,5-di-methylbenzophenone